OCC(CCCC)=O (6S)-hydroxy-2-hexanone